C(C)(C)(C)OC(=O)N[C@H](C(=O)OC)CC=1C(=NC=C(C1)Cl)N1CCOCC1 Methyl (2S)-2-[(tert-butoxycarbonyl)amino]-3-[5-chloro-2-(morpholin-4-yl)pyridin-3-yl]propanoate